The molecule is an oxo dicarboxylic acid and a beta-diketone. It derives from an oct-2-enedioic acid. It is a conjugate acid of a 4-fumarylacetoacetate(2-). C(C(=O)CC(=O)O)C(=O)/C=C/C(=O)O